C1(=CC=C(C=C1)N(C1=CC(=CC=2C(C3=CC(=CC=C3C12)C(C)(C)C)(C)C)C)C1=CC=2C(C3=CC=CC=C3C2C=C1)(C)C)C1=CC=CC=C1 N-{[1,1'-biphenyl]-4-yl}-7-tert-butyl-N-(9,9-dimethyl-9H-fluoren-2-yl)-2,9,9-trimethyl-9H-fluorene-4-amine